FC=1C(=NC(=NC1)NC1=CC=C(C=C1)N1CCOCC1)OCC1CCC(CC1)NC(C(F)(F)F)C 5-fluoro-N-(4-morpholinophenyl)-4-(((1R,4R)-4-((1,1,1-trifluoropropan-2-yl)amino)cyclohexyl)methoxy)pyrimidin-2-amine